N-((S)-1-(((R)-1-((5S,7R)-5,7-dimethyl-4-oxo-1,3,6,2-dioxazaborocan-2-yl)-3-methylbutyl)amino)-1-oxo-3-phenylpropan-2-yl)pyrazine-2-carboxamide C[C@H]1C(OB(OC[C@H](N1)C)[C@H](CC(C)C)NC([C@H](CC1=CC=CC=C1)NC(=O)C1=NC=CN=C1)=O)=O